C1(CCCCC1)NC1=C(C#N)C=CC(=C1)N1C=CC2=C1N=CN=C2NC2=CC=C(C=C2)CC 2-(cyclohexylamino)-4-(4-((4-ethylphenyl)amino)-7H-pyrrolo[2,3-d]pyrimidin-7-yl)benzonitrile